COC1=CC(=C(C=C1)P(C1=CC=CC=C1)C1=CC=CC=C1)C1=CC=CC2=CC=CC=C12 (4-methoxy-2-(naphthalen-1-yl)phenyl)diphenylphosphine